(2R,4aR)-3-acryloyl-11-chloro-9-fluoro-10-(6-fluoro-2-hydroxycyclohexa-2,4-dien-1-yl)-2,6-dimethyl-2,3,4,4a-tetrahydro-1H-pyrazino[1',2':4,5]pyrazino[2,3-c]quinolin-5(6H)-one C(C=C)(=O)N1C[C@H]2N(C3=C(C=NC=4C(=C(C(=CC34)Cl)C3C(=CC=CC3F)O)F)N(C2=O)C)C[C@H]1C